COC(=O)C1=CC2=C(N(C(=N2)C=2N(C3=CC(=CC=C3C2)Br)C(=O)OC(C)(C)C)C2CC2)C(=C1)OC 2-(6-bromo-1-(tert-butoxycarbonyl)-1H-indol-2-yl)-1-cyclopropyl-7-methoxy-1H-benzo[d]imidazole-5-carboxylic acid methyl ester